N4-(3-chloro-4-(pyridin-2-ylmethoxy)phenyl)-7-((1-(dimethylamino)cyclopropyl)methoxy)quinazoline-4,6-diamine ClC=1C=C(C=CC1OCC1=NC=CC=C1)NC1=NC=NC2=CC(=C(C=C12)N)OCC1(CC1)N(C)C